(2S,4R)-1-(L-valyl)-4-hydroxy-N-((R)-2-hydroxy-1-(4-(pyrimidin-5-yl)phenyl)ethyl)pyrrolidine-2-carboxamide N[C@@H](C(C)C)C(=O)N1[C@@H](C[C@H](C1)O)C(=O)N[C@@H](CO)C1=CC=C(C=C1)C=1C=NC=NC1